C(C1=CC=CC=C1)O[C@]1([C@@H](O[C@@H]([C@H]1OCC1=CC=CC=C1)COCC1=CC=CC=C1)C1=CC=C2C(=NC=NN21)N)C 7-[(2S,3S,4R,5R)-3,4-bis(benzyloxy)-5-[(benzyloxy)methyl]-3-methyloxolan-2-yl]pyrrolo[2,1-f][1,2,4]triazin-4-amine